C(C)(C)(C)OC(=O)N1CC(=CCC1)C1=NNC2=C(C=C(C=C12)F)F tert-butyl-3-(5,7-difluoro-1H-indazol-3-yl)-5,6-dihydro-2H-pyridine-1-carboxylate